NC1=CC=C(C[NH3+])C=C1 para-aminobenzyl-ammonium